C(#N)C[C@H]1CN(CCN1)C1=CC(=NC(=N1)NCCN1CCOCC1)C(=O)NC1=CC(=CC2=CC=CC=C12)O 6-[(3S)-3-(cyanomethyl)piperazin-1-yl]-N-(3-hydroxy-1-naphthyl)-2-(2-morpholinoethylamino)pyrimidine-4-carboxamide